N1C=C(C2=CC=CC=C12)CCC(=O)O.N1C=C(C2=CC=CC=C12)CCC(=O)O 3-indolepropionic acid (indole-3-propionate)